(8-methyl-2-methylsulfanyl-7-oxo-pyrido[2,3-d]pyrimidin-6-yl)-2,3-dihydroquinoxaline-1-carboxylic acid tert-butyl ester C(C)(C)(C)OC(=O)N1C(CNC2=CC=CC=C12)C1=CC2=C(N=C(N=C2)SC)N(C1=O)C